S(=O)(=O)([O-])[O-].[K+].N[C@@H](CCCCN)C(=O)O.[K+] L-lysine potassium sulfate